cholestanol monosulfate S(=O)(=O)(O)OCC(C)CCC[C@@H](C)[C@H]1CC[C@H]2[C@@H]3CCC4CCCC[C@]4(C)[C@H]3CC[C@]12C